C=1(C(=CC=CC1)S(=O)(=O)NC(=O)C=1OC2=C(C1)C=CC(=C2C(F)(F)F)N(C)C)C2=CC=CC=C2 N-([1,1'-biphenyl]-2-sulfonyl)-6-(dimethylamino)-7-(trifluoromethyl)-1-benzofuran-2-carboxamide